OC1=C(C=CC=C1)C=1C=C2C(=NN1)NC[C@@H]1N2CCN(C1)C(=O)[C@H]1CN(CCC1)C(=O)OC(C)(C)C (R)-tert-butyl 3-((S)-2-(2-hydroxyphenyl)-6,6a,7,8,9,10-hexahydro-5H-pyrazino[1',2':4,5]pyrazino[2,3-c]pyridazine-8-carbonyl)piperidine-1-carboxylate